N[C@@H]1C2=CC=CC=C2CC12CCN(CC2)C=2NC(C1=C(N2)NN=C1C1(CC1)C=1SC(=NN1)C1CC1)=O (S)-6-(1-amino-1,3-dihydrospiro[indene-2,4'-piperidin]-1'-yl)-3-(1-(5-cyclopropyl-1,3,4-thiadiazol-2-yl)cyclopropyl)-1,5-dihydro-4H-pyrazolo[3,4-d]pyrimidin-4-one